ClC=1C=CC(=NC1)C(CNC(OC(C)(C)C)=O)(F)F tert-butyl (2-(5-chloropyridin-2-yl)-2,2-difluoroethyl)carbamate